5α-cholest-7-en-3β-ol CC(C)CCC[C@@H](C)[C@H]1CC[C@H]2C3=CC[C@H]4C[C@H](CC[C@]4(C)[C@H]3CC[C@]12C)O